FC1(CCC(CC1)NC1CCC2=CC=C(C=C12)NC(C=C)=O)F N-(3-((4,4-difluorocyclohexyl)amino)-2,3-dihydro-1H-inden-5-yl)acryl-amide